BrC1=C(N=C(N1C)C1=CC=C(C=C1)[C@H](C)N1C=2N(CCC1=O)N=C(N2)C=2C(=NC=NC2OC)C2CC2)C(F)(F)F (s)-4-(1-(4-(5-bromo-1-methyl-4-(trifluoromethyl)-1H-imidazol-2-yl)phenyl)ethyl)-2-(4-cyclopropyl-6-methoxypyrimidin-5-yl)-6,7-dihydro-[1,2,4]triazolo[1,5-a]pyrimidin-5(4H)-one